C(C)(C)(C)OC(=O)N[C@H](C(C#N)NC1=C(C=C(C=C1)C1=CC(=CC=C1)N(C)C)C(=O)OC)CC1=CNC2=CC=CC=C12 methyl 4-(((2S)-2-((tert-butoxycarbonyl)amino)-1-cyano-3-(1H-indol-3-yl)propyl)amino)-3'-(dimethylamino)-[1,1'-biphenyl]-3-carboxylate